2,3-tridecanediol CC(C(CCCCCCCCCC)O)O